Cl.Cl.COC1=CC2=C(N(C(=N2)CCN)C2=CC(=CC=C2)OC)C=C1OC 2-(5,6-dimethoxy-1-(3-methoxyphenyl)-1H-benzo[d]imidazol-2-yl)ethan-1-amine dihydrochloride